4-((4-(2-(2-Aminopyridin-3-yl)-5-phenyl-3H-imidazo[4,5-b]pyridin-3-yl)benzyl)amino)picolinonitrile NC1=NC=CC=C1C1=NC=2C(=NC(=CC2)C2=CC=CC=C2)N1C1=CC=C(CNC2=CC(=NC=C2)C#N)C=C1